O1C2=C(OCC1CN1CCN(CC1)C1=C(C(=CC=C1)F)CO)C=CC=C2 (2-(4-((2,3-dihydrobenzo[b][1,4]dioxin-2-yl)methyl)piperazin-1-yl)-6-fluorophenyl)methanol